1-{6-[(3S)-3-ethylmorpholin-4-yl]-2-[2-({[tris(propan-2-yl)silyl]oxy}methyl)-1H-pyrrolo[3,2-b]pyridin-5-yl]pyrimidin-4-yl}-N-[(4-methoxyphenyl)methyl]-N-methylmethanesulfonamide C(C)[C@@H]1N(CCOC1)C1=CC(=NC(=N1)C1=CC=C2C(=N1)C=C(N2)CO[Si](C(C)C)(C(C)C)C(C)C)CS(=O)(=O)N(C)CC2=CC=C(C=C2)OC